BrC1=CC(=C(C(=C1)C(F)(F)F)CN)F (4-bromo-2-fluoro-6-(trifluoromethyl)phenyl)methanamine